OCC1=CC=CC(=N1)NC(COC1=CC=CC=C1)=O N-(6-(hydroxymethyl)pyridin-2-yl)-2-phenoxyacetamide